2-(((cis-4-(aminomethyl)cyclohexyl)thio)methyl)-8-methylquinazolin NC[C@H]1CC[C@H](CC1)SCC1=NC2=C(C=CC=C2C=N1)C